tert-Butyl 3-(5-(2-hydroxypropan-2-yl)-7-(thiazol-2-yl)benzo[d]oxazol-2-yl)-3,8-diazabicyclo[3.2.1]octane-8-carboxylate OC(C)(C)C=1C=C(C2=C(N=C(O2)N2CC3CCC(C2)N3C(=O)OC(C)(C)C)C1)C=1SC=CN1